2-(4-Chloroimidazol-1-yl)-5-[[4-(3,4-difluorophenyl)-6,7-dihydro-5H-[1,2,4]triazolo[1,5-a]pyrimidin-2-yl]amino]benzonitrile ClC=1N=CN(C1)C1=C(C#N)C=C(C=C1)NC1=NN2C(N(CCC2)C2=CC(=C(C=C2)F)F)=N1